(3S,4R)-3-fluoro-N-(2-iodo-3-(2,2,2-trifluoroethyl)benzo[b]thiophen-7-yl)-1-methylpiperidin-4-amine F[C@H]1CN(CC[C@H]1NC1=CC=CC2=C1SC(=C2CC(F)(F)F)I)C